C(C)(C)(C)OC(=O)N1CC2(C1)CCN(CC2)C2=NC=C(C=C2F)C2C(NC(CC2)=O)=O 7-[5-(2,6-dioxo-3-piperidinyl)-3-fluoro-2-pyridinyl]-2,7-diazaspiro[3.5]nonane-2-carboxylic acid tert-butyl ester